NC1=C2N=CN(C2=NC(=N1)Cl)[C@H]1[C@@H]([C@@]([C@H](O1)COC(C(=O)O)(CC1=CC(=CC=C1)OC(F)(F)F)C=1N=CSC1)(O)C#C)O 2-(((2R,3S,4R,5R)-5-(6-amino-2-chloro-9H-purin-9-yl)-3-ethynyl-3,4-dihydroxytetrahydrofuran-2-yl)methoxy)-2-(thiazol-4-yl)-3-(3-(trifluoromethoxy)phenyl)propanoic acid